3,3-difluoro-5-hydroxypiperidin-2-one FC1(C(NCC(C1)O)=O)F